1,2-dipalmitoyl-sn-glycero-3-phosphothioethanol sodium salt CCCCCCCCCCCCCCCC(=O)OC[C@H](COP(=O)(O)OCCS)OC(=O)CCCCCCCCCCCCCCC.[Na]